N-[4-(2-{2-[3-(5-tert-Butyl-2-cyclopropylmethyl-2H-pyrazol-3-yl)-ureido]-thiazol-5-yl}-ethyl)-pyridin-2-yl]-2-methoxy-acetamide C(C)(C)(C)C=1C=C(N(N1)CC1CC1)NC(NC=1SC(=CN1)CCC1=CC(=NC=C1)NC(COC)=O)=O